N-phenyl-4-methyl-phenylhydrazine C1(=CC=CC=C1)N(N)C1=CC=C(C=C1)C